tert-butyl 3-[7-[8-ethyl-3-(methoxymethoxy)-1-naphthyl]-8-fluoro-2-[2-(4-piperidyl) ethoxy]pyrido[4,3-d]pyrimidin-4-yl]-3,8-diazabicyclo[3.2.1]octane-8-carboxylate C(C)C=1C=CC=C2C=C(C=C(C12)C1=C(C=2N=C(N=C(C2C=N1)N1CC2CCC(C1)N2C(=O)OC(C)(C)C)OCCC2CCNCC2)F)OCOC